C1(CCCC1)[C@@H](C=1C=C(C(=O)N2CC3(C4=CC(=CC=C24)NS(=O)(=O)C)CCC2(CC3)CC2)C=CC1)O (S)-N-(1''-(3-(cyclopentyl(hydroxy)methyl)benzoyl)dispiro[cyclopropane-1,1'-cyclohexane-4',3''-indolin]-5''-yl)methanesulfonamide